1-[4-[[4-(ethylamino)-5-(trifluoromethyl)pyrimidin-2-yl]amino]indazol-1-yl]-2-methyl-propan-2-ol C(C)NC1=NC(=NC=C1C(F)(F)F)NC1=C2C=NN(C2=CC=C1)CC(C)(O)C